tert-butyl N-[(1S)-1-[[1-[1-(6-chloro-3-methoxy-pyridazin-4-yl)propyl]-3-fluoro-pyrazol-4-yl]carbamoyl]-2,2-dicyclopropyl-ethyl]carbamate ClC1=CC(=C(N=N1)OC)C(CC)N1N=C(C(=C1)NC(=O)[C@H](C(C1CC1)C1CC1)NC(OC(C)(C)C)=O)F